5-(4,5-dihydro-1H-pyrrol-2-yl)-2-methylpyridine N1C(=CCC1)C=1C=CC(=NC1)C